4-(2-benzyloxy-3,6-dichloro-phenyl)-2-cyclopropyl-5-hydroxy-6-methyl-pyridazin-3-one C(C1=CC=CC=C1)OC1=C(C(=CC=C1Cl)Cl)C=1C(N(N=C(C1O)C)C1CC1)=O